FC1C(C1)C(=O)NC=1SC2=C(N1)C=CC(=C2)C=2C=NC=CC2OC 2-fluoro-N-(6-(4-methoxypyridin-3-yl)benzo[d]thiazol-2-yl)cyclopropane-1-carboxamide